FC1(CNC(OCCN2N=CC(C3=NN(C=4C=CC(OC1)=CC34)C3OCCCC3)=N2)=O)F 12,12-difluoro-19-(oxan-2-yl)-8,14-dioxa-4,5,10,19,20,23-hexaazatetracyclo[13.5.2.12,5.018,21]tricosa-1(20),2(23),3,15(22),16,18(21)-hexaen-9-one